BrC=1C=C(C=CC1)[C@@H](C)NC1=NC(=NC2=CC(=C(C=C12)OC)OCCCCCN1CCC(CC1)C1=C2CN(C(C2=CC(=C1)F)=O)C1C(NC(CC1)=O)=O)C 3-(4-(1-(5-((4-(((R)-1-(3-Bromophenyl)ethyl)amino)-6-methoxy-2-methyl-quinazolin-7-yl)oxy)pentyl)piperidin-4-yl)-6-fluoro-1-oxoisoindolin-2-yl)piperidine-2,6-dione